Cl.FC=1C=CC=C2C=C(NC(C12)=O)CCCN1CCN(CC1)C1=CC=C(C#N)C=C1 4-(4-(3-(8-fluoro-1-oxo-1,2-dihydroisoquinolin-3-yl)propyl)piperazin-1-yl)benzonitrile hydrochloride